2-(3,5-Bis(trifluoromethyl)phenyl)-2-methylpropanoic acid FC(C=1C=C(C=C(C1)C(F)(F)F)C(C(=O)O)(C)C)(F)F